tert-butyl-(((2E,6E)-9-(3,3-dimethyloxiran-2-yl)-3,7-dimethylnon-2,6-dien-1-yl)oxy)dimethylsilane C(C)(C)(C)[Si](C)(C)OC\C=C(\CC\C=C(\CCC1OC1(C)C)/C)/C